tert-Butyl 2-[1-[2-(2-methoxypyrimidin-5-yl)-6-methyl-4-oxo-chromen-8-yl]ethylamino]benzoate COC1=NC=C(C=N1)C=1OC2=C(C=C(C=C2C(C1)=O)C)C(C)NC1=C(C(=O)OC(C)(C)C)C=CC=C1